C(#N)C1CC2(C1)CCC(CC2)N(C(OC(C)(C)C)=O)C Tert-butyl N-(2-cyanospiro[3.5]nonan-7-yl)-N-methyl-carbamate